2-(2,6-dioxopiperidin-3-yl)-5-((4-(thieno[2,3-d]pyrimidin-2-yl)-3,6-dihydropyridin-1(2H)-yl)methyl)isoindoline-1,3-dione O=C1NC(CCC1N1C(C2=CC=C(C=C2C1=O)CN1CCC(=CC1)C=1N=CC2=C(N1)SC=C2)=O)=O